CO[C@@H]1CC[C@H](CC1)NC1=NN2C(C=N1)=C(C=C2)C=2C=CC=1N(C2)C(=CN1)C(=O)N1CCCC1 (6-(2-((trans-4-methoxycyclohexyl)amino)pyrrolo[2,1-f][1,2,4]triazin-5-yl)imidazo[1,2-a]pyridin-3-yl)(pyrrolidin-1-yl)methanone